N1(CCOCC1)C(=O)C1CC2(CC(C2)C(=O)O)C1 6-(morpholine-4-carbonyl)spiro[3.3]heptane-2-carboxylic acid